CC1=C(C=C2C=CC(=C(C2=N1)F)F)OC3=C(C(=CC=C3)F)C(C)(C)O The molecule is a member of the class of quinolines that is quinoline substituted by a methyl group, 3-fluoro-2-(2-hydroxypropan-2-yl)phenoxy group, fluoro group and fluoro group at positions 2, 3, 7 and 8, respectively. It is a fungicide being developed by Nippon-Soda Co. Ltd (Japan) which has stable efficacy against a wide range of plant diseases, such as gray mold, scab and rice blast. It has a role as a fungicide. It is a member of quinolines, an organofluorine compound, an aromatic ether and a member of benzyl alcohols.